C(=O)(O)N[C@@H](CC)C(=O)O carboxyhomoalanine